C(C)(C)(C)OC(=O)N1CC2=CC=C(C=C2C1)C1=CC2=C(OCO2)C=C1 5-(benzo[d][1,3]dioxol-5-yl)isoindoline-2-carboxylic acid tert-butyl ester